C(#N)COC1=C(C(=C(C=C1)C1=CN=C2N1C=CN=C2NC2=CC(=C(C(=O)NCCCNC(=O)[C@H]1NC[C@@H](C1)O)C=C2)C)F)F (2S,4R)-N-[3-[[4-[[3-[4-(cyanomethoxy)-2,3-difluorophenyl]imidazo[1,2-a]pyrazin-8-yl]amino]-2-methylbenzoyl]amino]propyl]-4-hydroxypyrrolidine-2-carboxamide